C(=O)(O)CN1CCN(CCN(CCN(CC1)C(CC1=CC=C(C=C1)OCC(C(F)F)(F)F)C(=O)O)CC(=O)O)C(C(=O)O)COC 2-[4,10-bis(carboxymethyl)-7-{1-carboxy-2-[4-(2,2,3,3-tetrafluoropropoxy)phenyl]ethyl}-1,4,7,10-tetraazacyclododecan-1-yl]-3-methoxypropanoic acid